(S)-1-azido-16-(4-(3-(2-(2-azidoethoxy)ethoxy)propanamido)butyl)-9,14,17-trioxo-3,6,21,24,27,30-hexaoxa-10,15,18-triazatritriacontan-33-oic acid N(=[N+]=[N-])CCOCCOCCC(NCCCC(N[C@H](C(NCCOCCOCCOCCOCCC(=O)O)=O)CCCCNC(CCOCCOCCN=[N+]=[N-])=O)=O)=O